C(#C)C1=CC=C(OC2CN(C2)C2=CC=C(C=N2)C=2C=3N(C=C(C2)O)N=C(C3C#N)F)C=C1 4-(6-(3-(4-ethynylphenoxy)azetidin-1-yl)pyridin-3-yl)-2-fluoro-6-hydroxypyrazolo[1,5-a]pyridine-3-carbonitrile